ClC(=C)F chloro-1-fluoroethylene